C(=O)(O)C1=CC=C(OCCCOC2=CC=C(C=C2)C(=O)O)C=C1 1,3-bis(p-carboxyphenoxy)propan